ClC=1C=C(C=CC1F)C(N[S@@](=O)C(C)(C)C)C=1N=C(SC1)C(F)(F)F (S)-N-((3-chloro-4-fluorophenyl)(2-(trifluoromethyl)thiazol-4-yl)methyl)-2-methyl-propane-2-sulfinamide